ClC=1C=C(C=CC1)C1C(N(CC1)C[C@H](COC1=CC=C(C=C1)N(S(=O)(=O)C)C)O)(C)C N-(4-((2R)-3-(3-(3-chlorophenyl)-2,2-dimethylpyrrolidin-1-yl)-2-hydroxypropoxy)phenyl)-N-methylmethanesulfonamide